BrC1=CC(=C(C=C1)/N=C/N(C)C)C#N (E)-N'-(4-bromo-2-cyanophenyl)-N,N-dimethylformamidine